N-(4-((2,2,2-trifluoroethyl)thio)phenyl)benzamide α-naphthoate C1(=CC=CC2=CC=CC=C12)C(=O)O.FC(CSC1=CC=C(C=C1)NC(C1=CC=CC=C1)=O)(F)F